FC1=C(C(=CC=C1)F)C=1C(=NC=C(C1)C)C1(CC(=NO1)N1C[C@H]([C@H](C1)F)NS(=O)(=O)C)C N-[(3R,4S)-1-{5-[3-(2,6-difluorophenyl)-5-methylpyridin-2-yl]-5-methyl-4,5-dihydro-1,2-oxazol-3-yl}-4-fluoropyrrolidin-3-yl]methanesulfonamide